COC1=NC=CC=C1NCC#CC=1N(C=2C=CC=C(C2C1)NC1CCN(CC1)C)CC(F)(F)F 2-{3-[(2-methoxypyridin-3-yl)amino]prop-1-yn-1-yl}-N-(1-methylpiperidin-4-yl)-1-(2,2,2-trifluoroethyl)-1H-indol-4-amine